sodium bicyclo[2.2.1]heptane-2,3-dicarboxylate C12C(C(C(CC1)C2)C(=O)[O-])C(=O)[O-].[Na+].[Na+]